C(#N)C1=CC=CC=2OC3=C(C21)C=C(C=C3)OB(O)O 1-cyano-dibenzofuran-8-yl-boric acid